CCOC(=O)C1=CC=C(C=C1)C ethyl P-methylbenzoate